4-Methyl-5-Aminophenol CC1=CC=C(C=C1N)O